ClC=1C(=C(CN2[C@@H](C[C@@](CC2)(C(=O)O)CC2=NC(=NC(=C2F)C2=CC=CC=C2)NC2=NNC(=C2)C)C)C=CC1)F (2R,4R)-1-(3-chloro-2-fluorobenzyl)-4-((5-fluoro-2-((5-methyl-1H-pyrazol-3-yl)amino)-6-phenyl-pyrimidin-4-yl)methyl)-2-methyl-piperidine-4-carboxylic acid